N1-(5-(4-(1H-pyrazol-1-yl)phenyl)-1H-pyrazol-3-yl)-2-methyl-N4-(trifluoromethyl)benzene-1,4-diamine N1(N=CC=C1)C1=CC=C(C=C1)C1=CC(=NN1)NC1=C(C=C(C=C1)NC(F)(F)F)C